(S)-(6-bromo-1-((3-chloro-5-(trifluoromethyl)pyridin-2-yl)amino)-5-fluoro-1,2,3,4-tetrahydronaphthalen-1-yl)methanol BrC=1C(=C2CCC[C@@](C2=CC1)(NC1=NC=C(C=C1Cl)C(F)(F)F)CO)F